C(=O)O.O=C1N(CC2=CC(=CC=C12)C1=CC(=C2C(=N1)NC(C2)=O)CN2CCCC2)C2C(NC(CC2)=O)=O 3-(1-oxo-5-(2-oxo-4-(pyrrolidin-1-ylmethyl)-2,3-dihydro-1H-pyrrolo[2,3-b]pyridin-6-yl)isoindolin-2-yl)piperidine-2,6-dione formate